OC=1C=C(C=C(C1O)O)[C@H]1OC2=C(C[C@H]1O)C(=CC(=C2C=2N1CC(C(C1=CC2)CC)=O)O)O (5R)-5-[(2R,3R)-2-(3,4,5-Trihydroxyphenyl)-3,5,7-trihydroxy-3,4-dihydro-2H-1-benzopyran-8-yl]-1-ethyl-2-pyrrolizinone